COCC(CCCC)=O methoxyhexanone